N1C(=NC=C1)CC(C)C1=C(C=C(C=C1)O)O 4-[1-(1H-imidazol-2-yl)propan-2-yl]benzene-1,3-diol